6-(4-Fluorophenyl)-N-((6-methylpyridazin-3-yl)methyl)cinnolin-4-amin FC1=CC=C(C=C1)C=1C=C2C(=CN=NC2=CC1)NCC=1N=NC(=CC1)C